3-(furan-3-yl)-1H-pyrazole-4-carbaldehyde O1C=C(C=C1)C1=NNC=C1C=O